2-chloro-4-(5-(2,3-difluoro-4-(fluoromethoxy)phenyl)-1-methyl-1H-imidazole-2-carboxamido)benzoic acid ClC1=C(C(=O)O)C=CC(=C1)NC(=O)C=1N(C(=CN1)C1=C(C(=C(C=C1)OCF)F)F)C